BrC1=C(C=2C=CN(C2C=C1)C)C(=O)O 5-bromo-1-methyl-indole-4-carboxylic acid